tert-butyl N-[4-{4-[(5-tert-butyl-2-phenyl-pyrazol-3-yl)carbamoyl amino]-3-methylsulfanyl-phenoxy}-2-pyridyl]-N-[2-(dimethylamino)ethyl]carbamate C(C)(C)(C)C=1C=C(N(N1)C1=CC=CC=C1)NC(=O)NC1=C(C=C(OC2=CC(=NC=C2)N(C(OC(C)(C)C)=O)CCN(C)C)C=C1)SC